5-thiophenal S1C=CC=C1C=O